C(C1=CC=CC=C1)OC1=C(C=C(C=C1)B1OC(C(O1)(C)C)(C)C)Cl (4-(benzyloxy)-3-chlorophenyl)-4,4,5,5-tetramethyl-1,3,2-dioxaborole